C1(CCCC1)NC1=NC=C2N=C(N(C2=N1)C1CCC(CC1)C(=O)N)NC1=C(C(=CC=C1)F)F (1s,4s)-4-(2-(cyclopentylamino)-8-(2,3-difluorophenylamino)-9H-purin-9-yl)cyclohexanecarboxamide